1-tetradecaenthiol C(=CCCCCCCCCCCCC)S